7-amino-3-(2,6-difluoro-3,5-dimethoxyphenyl)-1-methyl-8-pyridin-3-yl-3,4-dihydropyrido[4,3-d]pyrimidin-2(1H)-one NC1=C(C=2N(C(N(CC2C=N1)C1=C(C(=CC(=C1F)OC)OC)F)=O)C)C=1C=NC=CC1